C12OCC(N(C1)C1=CC=C(C(=N1)OC)C=1C=C3C(=CNC3=CC1Cl)C(=O)O)CC2 racemic-5-(6-(2-oxa-5-azabicyclo[2.2.2]octan-5-yl)-2-methoxypyridin-3-yl)-6-chloro-1H-indole-3-carboxylic acid